C(C=C)C1C(CCC1)S(=O)(=O)N racemic-2-allylcyclopentane-1-sulfonamide